1-(4-Bromophenyl)-2,2-difluoroethan-1-one BrC1=CC=C(C=C1)C(C(F)F)=O